S1C(=NC2=C1C=CC=C2)C2=C(C=CC=C2)NC(C2=CC=C(C=C2)C(F)(F)F)=O N-(2-(benzo[d]thiazol-2-yl)phenyl)-4-(trifluoromethyl)benzamide